(2-bromo-6-iodophenyl)(ethyl)sulfane BrC1=C(C(=CC=C1)I)SCC